COC1CCC(CC1)OC1=NC2=CC=C(C=C2C=C1)C=C 2-((4-methoxycyclohexyl)oxy)-6-vinylquinoline